(R)-4-((1-(3-(difluoromethyl)-2-fluorophenyl)ethyl)amino)-6-methoxy-2-methyl-quinazoline-7-carboxamide FC(C=1C(=C(C=CC1)[C@@H](C)NC1=NC(=NC2=CC(=C(C=C12)OC)C(=O)N)C)F)F